1H-imidazole-1-yl (2-methyl-3-furyl) ketone CC=1OC=CC1C(=O)N1C=NC=C1